F[B-](F)(F)F.C(CCC)OC1=CC=C(C=C1)[S+](C1=CC=CC=C1)C1=CC=CC=C1 4-butoxyphenyldiphenylsulfonium tetrafluoroborate